6-(1H-indazol-6-yl)-N2-[1-methyl-1-[1-(2-pyrrolidin-1-ylethyl)pyrazol-3-yl]ethyl]-1,3,5-triazine-2,4-diamine hydrochloride Cl.N1N=CC2=CC=C(C=C12)C1=NC(=NC(=N1)NC(C)(C1=NN(C=C1)CCN1CCCC1)C)N